[N-](S(=O)(=O)C(F)(F)F)S(=O)(=O)C(F)(F)F.C(C)N1C=[N+](C=C1)C=C 1-Ethyl-3-vinylimidazolium bis(trifluoromethanesulfonyl)imide